CN(CCC1=CNC2=CC(=CC=C12)OC(CC(=O)O)CCC=O)C 3-((3-(2-(dimethylamino)ethyl)-1H-indol-6-yl)oxy)-6-oxohexanoic acid